glycerol dilinoleate palmitate C(CCCCCCCCCCCCCCC)(=O)OCC(COC(CCCCCCC\C=C/C\C=C/CCCCC)=O)OC(CCCCCCC\C=C/C\C=C/CCCCC)=O